N-(2-methylpiperidin-4-yl)-2-(1-phenyl-1H-pyrazol-4-yl)-N-(propan-2-yl)-1,3-thiazole-4-carboxamide CC1NCCC(C1)N(C(=O)C=1N=C(SC1)C=1C=NN(C1)C1=CC=CC=C1)C(C)C